2-((2,5-dimethylbenzo[d]thiazol-6-yl)amino)-7-methyl-9-(2-morpholinoethyl)-7,9-dihydro-8H-purin CC=1SC2=C(N1)C=C(C(=C2)NC2=NC=C1N(CN(C1=N2)CCN2CCOCC2)C)C